(1-acryloylpiperidin-3-yl)-3-(3,4-dichloro-2-fluorophenyl)-8-methoxy-1H-pyrimido[4,5,6-de]quinazolin-2-one C(C=C)(=O)N1CC(CCC1)N1C(N(C2=C3C(C=C(C=C13)OC)=NC=N2)C2=C(C(=C(C=C2)Cl)Cl)F)=O